tetramethylcyclobutanediol CC1(CC(C1(C)C)(O)O)C